N1=CC=CC=2C(NCCC12)CCO 2-(5,6,7,8-tetrahydro-1,6-naphthyridin-5-yl)ethan-1-ol